vinyl-tri(β-methoxy-ethoxy)silane Ethyl-4-[[3-(tert-butoxycarbonylamino)cyclohexyl]amino]-6-chloro-pyridine-3-carboxylate C(C)OC(=O)C=1C=NC(=CC1NC1CC(CCC1)NC(=O)OC(C)(C)C)Cl.C(=C)[Si](OCCOC)(OCCOC)OCCOC